(S,E)-N-(1-(6-chloro-5-fluoro-1-neopentyl-1H-pyrrolo[2,3-b]pyridin-3-yl)-2,2-difluoroethylidene)-2-methylpropane-2-sulfinamide ClC1=C(C=C2C(=N1)N(C=C2/C(/C(F)F)=N\[S@@](=O)C(C)(C)C)CC(C)(C)C)F